1-(7-(5-amino-3-chloro-2-(trifluoromethyl)phenyl)-8-fluoro-2-(((2R,7aS)-2-fluorotetrahydro-1H-pyrrolizin-7a(5H)-yl)methoxy)pyrido[4,3-d]pyrimidin-4-yl)-3-ethylpiperidin-3-ol NC=1C=C(C(=C(C1)C1=C(C=2N=C(N=C(C2C=N1)N1CC(CCC1)(O)CC)OC[C@]12CCCN2C[C@@H](C1)F)F)C(F)(F)F)Cl